C(C)(C)(C)C1=C(C(=CC=C1)O)C=1C(=CC=CC1C(C)(C)C)O 3,3'-di-tert-butyl-2,2'-biphenol